2-((S)-1-acryloyl-4-(6-(2-chloro-3-methylbenzoyl)-2-(((S)-1-methylpyrrolidin-2-yl)methoxy)-6,7-dihydro-5H-pyrrolo[3,4-d]pyrimidin-4-yl)piperazin-2-yl)acetonitrile C(C=C)(=O)N1[C@H](CN(CC1)C=1C2=C(N=C(N1)OC[C@H]1N(CCC1)C)CN(C2)C(C2=C(C(=CC=C2)C)Cl)=O)CC#N